FC1=C(C(=O)N([C@H]2CNCCC2)C2=NC=CC3=C2C=C(S3)\C=C/CO)C=CC(=C1)C=1N=NN(C1)C (R,Z)-2-fluoro-N-(2-(3-hydroxyprop-1-en-1-yl)thieno[3,2-c]pyridin-4-yl)-4-(1-methyl-1H-1,2,3-triazol-4-yl)-N-(piperidin-3-yl)benzamide